C1(=CC=CC=C1)C(C(=O)C1=CC=CC=C1)C=O diphenyl-1,3-propanedione